N-(1-((2,5-dimethylbenzyl)oxy)-2-methylpropan-2-yl)-1-methyl-1H-pyrrolo[2,3-b]pyridine-5-carboxamide CC1=C(COCC(C)(C)NC(=O)C=2C=C3C(=NC2)N(C=C3)C)C=C(C=C1)C